C(#N)CC1=C2C=C(N(C2=CC=C1)CC(F)(F)F)C#CC 3-[4-(cyanomethyl)-1-(2,2,2-trifluoroethyl)-1H-indol-2-yl]prop-2-yn